5-(6-(2-((3R,4S)-4-((5-isopropoxy-6-(1H-pyrazol-4-yl)-[1,2,4]triazolo[1,5-a]pyrazin-2-yl)amino)-3-methylpiperidin-1-yl)ethyl)-2-azaspiro[3.3]heptan-2-yl)isoindoline-1,3-dione C(C)(C)OC1=C(N=CC=2N1N=C(N2)N[C@@H]2[C@@H](CN(CC2)CCC2CC1(CN(C1)C=1C=C3C(NC(C3=CC1)=O)=O)C2)C)C=2C=NNC2